C(C)C1=CC=C(C=C1)/C=C/C(=O)C1=CC=CC=C1 (E)-3-(4-ethylphenyl)-1-phenylprop-2-en-1-one